C(C)NCC1=CC(=C(C(=C1)F)N1C=NC(=C1)C1=NC(=NC=C1C(F)(F)F)NC1CCN(CC1)S(=O)(=O)C)F 4-(1-(4-((Ethylamino)methyl)-2,6-difluorophenyl)-1H-imidazol-4-yl)-N-(1-(methylsulfonyl)piperidin-4-yl)-5-(trifluoromethyl)pyrimidin-2-amine